C1(CCC12CCCCC2)=O spiro[3.5]nonan-1-one